Hydroxyl-amine ON